N-(3-{4-[(3S)-3-(trifluoromethoxy)pyrrolidine-1-carbonyl]-1H-pyrazol-1-yl}bicyclo[1.1.1]pentan-1-yl)-2-[4-(trifluoromethyl)phenoxy]acetamide FC(O[C@@H]1CN(CC1)C(=O)C=1C=NN(C1)C12CC(C1)(C2)NC(COC2=CC=C(C=C2)C(F)(F)F)=O)(F)F